1-(5-(4,4-difluoropiperidin-1-yl)-9-methylimidazo[1,2-c]quinazolin-7-yl)ethan-1-one FC1(CCN(CC1)C1=NC=2C(=CC(=CC2C=2N1C=CN2)C)C(C)=O)F